ClC1=C(C=C(C=N1)NC=1C=NC=2CCN(CC2C1)C=1C(=CC=2N(N1)C(C=CN2)=O)C)C 7-(3-((6-chloro-5-methylpyridin-3-yl)amino)-7,8-dihydro-1,6-naphthyridin-6(5H)-yl)-8-methyl-4H-pyrimido[1,2-b]pyridazin-4-one